2-((1-(2-(5-carbamoyl-indol-2-yl)-3,6-dimethyl-4-oxo-3,4-dihydroquinazolin-8-yl)ethyl)amino)benzoic acid C(N)(=O)C=1C=C2C=C(NC2=CC1)C1=NC2=C(C=C(C=C2C(N1C)=O)C)C(C)NC1=C(C(=O)O)C=CC=C1